(5S,8R)-N-(3,4-dichlorophenyl)-2-hydroxy-6,7,8,9-tetrahydro-5H-5,8-epiminocyclohepta[d]-pyrimidine-10-carboxamide ClC=1C=C(C=CC1Cl)NC(=O)N1[C@H]2CC[C@@H]1CC=1N=C(N=CC12)O